C(C1=CC=CC=C1)OC1=NC(=CC=C1C=1C=NN2C1C=CC(=C2)C2=CCN(CC2)C(=O)OC(C)(C)C)OCC2=CC=CC=C2 tert-butyl 4-(3-(2,6-bis(benzyloxy)pyridin-3-yl)pyrazolo[1,5-a]pyridin-6-yl)-5,6-dihydropyridine-1(2H)-carboxylate